N-[(4-methyl)-1H-imidazol-5-ylmethyl]-N,N'-bis(2-pyridylmethyl)-1,4-xylylenediamine CC=1N=CNC1CN(CC1=CC=C(C=C1)CNCC1=NC=CC=C1)CC1=NC=CC=C1